4-((5-(2-(3,4-dimethoxyphenyl)-3-isopropyl-1H-indol-5-yl)-1,3,4-oxadiazol-2-yl)methyl)morpholine COC=1C=C(C=CC1OC)C=1NC2=CC=C(C=C2C1C(C)C)C1=NN=C(O1)CN1CCOCC1